2-(1,1,1-tributylstannyl)pyridine CCCC[Sn](CCCC)(CCCC)C1=CC=CC=N1